methyl (S)-2-((4-bromo-5-fluoro-2-oxopyridin-1(2H)-yl)methyl)-1-(oxetan-2-ylmethyl)-1H-benzo[d]imidazole-6-carboxylate BrC1=CC(N(C=C1F)CC1=NC2=C(N1C[C@H]1OCC1)C=C(C=C2)C(=O)OC)=O